(Z)-11-tetradecenoic acid ethyl ester C(C)OC(CCCCCCCCC\C=C/CC)=O